CN1N=C2C=C(C(=CC2=C1)NC(=O)N1CCC=2C1=NC=CC2N2CCN(C1(CC1)C2)C(=O)OC(C)(C)C)C tert-butyl 7-(1-((2,6-dimethyl-2H-indazol-5-yl)carbamoyl)-2,3-dihydro-1H-pyrrolo[2,3-b]pyridin-4-yl)-4,7-diazaspiro[2.5]octane-4-carboxylate